Tert-Butyl 3-(2-(2-((2-(2,6-dioxopiperidin-3-yl)-1,3-dioxoisoindolin-4-yl)oxy)ethoxy)ethoxy)propanoate O=C1NC(CCC1N1C(C2=CC=CC(=C2C1=O)OCCOCCOCCC(=O)OC(C)(C)C)=O)=O